2-chloro-7,8-dihydro-6H-quinoxalin-5-one ClC1=NC=2CCCC(C2N=C1)=O